5-fluoro-2-methylhex-2,4-dienoate FC(=CC=C(C(=O)[O-])C)C